methyl 3-(4-chloro-1-ethyl-3-methyl-1H-pyrazol-5-yl)-5-fluorobenzoate ClC=1C(=NN(C1C=1C=C(C(=O)OC)C=C(C1)F)CC)C